methyl 5-((1-(tert-butoxycarbonyl)azetidin-3-yl)amino)picolinate C(C)(C)(C)OC(=O)N1CC(C1)NC=1C=CC(=NC1)C(=O)OC